C(C)OC(/C(=C/C1=CN=C(S1)C=1C=NC=CC1)/N=[N+]=[N-])=O (Z)-2-azido-3-[2-(3-pyridyl)thiazol-5-yl]prop-2-enoic acid ethyl ester